N1N=NC(=C1)CNC(=O)[C@@H]1CC2=C3C(OC[C@@H](C(N13)=O)N(C(C[C@H](CC)C)=O)NC(C1=CC=CC=C1)=O)=CC=C2 (1S,8S)-8-((2S,3S)-Benzoylamino-3-methyl-pentanoylamino)-9-oxo-1,2,8,9-tetrahydro-7H-6-oxa-9a-aza-benzo[cd]azulene-1-carboxylic acid (1H-[1,2,3]triazol-4-ylmethyl)-amide